3-(4-((S)-2-amino-2-((1r,4S)-4-methylcyclohexyl)acetamido)-2-fluorophenyl)-4-chloro-2-methylpyridine 1-oxide N[C@H](C(=O)NC1=CC(=C(C=C1)C=1C(=[N+](C=CC1Cl)[O-])C)F)C1CCC(CC1)C